5-(2-Ethyl-6-fluoroimidazo[1,2-a]pyrimidin-3-carbonyl)-2-hydroxy-isophthalonitril C(C)C=1N=C2N(C=C(C=N2)F)C1C(=O)C=1C=C(C(=C(C#N)C1)O)C#N